NC1=C(C=C(C(=N1)F)C1=NC(=C(C=C1)C1CCOCC1)CN(C)CC)C=1C=C2CCNC(C2=CC1F)=O 6-(6'-amino-6-((ethyl(methyl)amino)meth-yl)-2'-fluoro-5-(tetrahydro-2H-pyran-4-yl)-[2,3'-bipyridin]-5'-yl)-7-fluoro-3,4-dihydroisoquinolin-1(2H)-one